FC(OC1=CC=C(C=C1)C1CN(C1)C=1C=2N(N=C(C1)C=1C(NC(NC1)=O)=O)C=CN2)(F)F 5-(8-(3-(4-(trifluoromethoxy)phenyl)azetidin-1-yl)imidazo[1,2-b]pyridazin-6-yl)pyrimidine-2,4(1H,3H)-dione